COCCOCCOCCOCC(=C)C1=CC=C(C=C1)/C(=C/OCCOCCOCCOC)/C (E,Z)-13-(4-(2,5,8,11-tetraoxatetradec-13-en-13-yl)phenyl)-2,5,8,11-tetraoxatetradec-12-ene